C12CN(CC(CC1)N2)C2=NC=C(C(=N2)N2CC(C2)C(=O)N(C)C(C)(C)C2=CN=C1N2C=CC=C1)Cl 1-(2-(3,8-diazabicyclo[3.2.1]oct-3-yl)-5-chloropyrimidin-4-yl)-N-(2-(imidazo[1,2-a]pyridin-3-yl)prop-2-yl)-N-methylazetidine-3-carboxamide